N-(4-(4-amino-2,7-dimethyl-7H-pyrrolo[2,3-d]pyrimidin-5-yl)-2,3-difluorophenyl)-2-(3-fluorophenyl)-2-hydroxyacetamide NC=1C2=C(N=C(N1)C)N(C=C2C2=C(C(=C(C=C2)NC(C(O)C2=CC(=CC=C2)F)=O)F)F)C